Ethyl-2-oxo-N-phenethyl-1H-imidazo[4,5-b]pyridine-3(2H)-carboxamide C(C)N1C(N(C2=NC=CC=C21)C(=O)NCCC2=CC=CC=C2)=O